4-ethyl-2,6-dimethoxy-3,5-dimethylphenol C(C)C1=C(C(=C(C(=C1C)OC)O)OC)C